ClC1=NC=C(C(=N1)OCC1CCC(CC1)C=1N(C=C(N1)C(F)(F)F)C1CC1)OC 2-chloro-4-(((1R,4R)-4-(1-cyclopropyl-4-(trifluoromethyl)-1H-imidazol-2-yl)cyclohexyl)methoxy)-5-methoxypyrimidine